N-(3-(4-bromophenyl)oxetan-3-yl)-2-methylpropan-2-sulfinamide BrC1=CC=C(C=C1)C1(COC1)NS(=O)C(C)(C)C